6-(benzyloxy)-5-((benzyloxy)methyl)-2,2-dimethyltetrahydrofuro[2,3-d][1,3]dioxole-5-carbaldehyde C(C1=CC=CC=C1)OC1C(OC2OC(OC21)(C)C)(C=O)COCC2=CC=CC=C2